2,4-Dibromonicotinonitrile BrC1=C(C#N)C(=CC=N1)Br